FC1=CC=C(C=C1)N1C(N(C=C(C1=O)C(=O)Cl)CCCN1CCOCC1)=O 3-(4-fluorophenyl)-1-(3-morpholinopropyl)-2,4-dioxo-1,2,3,4-tetrahydropyrimidine-5-carbonyl chloride